NC1=C2CCCC(C2=C(C=C1)N)=O 5,8-DIAMINO-3,4-DIHYDRO-2H-1-NAPHTHALENON